3-(5-(4-(6-amino-4,5-dimethylpyridin-2-yl)-2-fluorophenyl)-2-oxooxazol-3(2H)-yl)-1-((2-(trimethylsilyl)ethoxy)methyl)piperidine-2,6-dione NC1=C(C(=CC(=N1)C1=CC(=C(C=C1)C1=CN(C(O1)=O)C1C(N(C(CC1)=O)COCC[Si](C)(C)C)=O)F)C)C